ClC1=CC=C(C(=N1)C(=O)O)N[C@@H](C)C=1C=C(C=C2C(N(C(=NC12)N1CC(C1)(F)F)C)=O)F (S)-6-chloro-3-((1-(2-(3,3-difluoroazetidin-1-yl)-6-fluoro-3-methyl-4-oxo-3,4-dihydroquinazolin-8-yl)ethyl)amino)picolinic acid